C(C1=CC=CC=C1)OC1CC(C1)C=1N=C(N(C1)C1=C(C=C(C=C1F)OC)F)N 4-(3-(benzyloxy)cyclobutyl)-1-(2,6-difluoro-4-methoxyphenyl)-1H-imidazol-2-amine